N[C@H]1C[C@H](N(CC1)C(=O)N1CC2(CCCC2)C(CC1)CN1C(C2=C(N=C(N=C2)SC)C=C1)=O)C1=CC=CC=C1 6-((7-((2S,4R)-4-Amino-2-phenylpiperidine-1-carbonyl)-7-azaspiro[4.5]decan-10-yl)methyl)-2-(methylthio)pyrido[4,3-d]pyrimidin-5(6H)-one